NC1=CC=C(C=C1)N1NN(CC(=C1)C1=CC=C(C=C1)N)C1=CC=C(C=C1)N 1,3,5-tris-(4-aminophenyl)triazine